1-(1-(4-methoxybenzyl)-3-(methylcarbamoyl)-1H-indazol-6-yl)piperidine-3-carboxylic acid methyl ester COC(=O)C1CN(CCC1)C1=CC=C2C(=NN(C2=C1)CC1=CC=C(C=C1)OC)C(NC)=O